3-(6-(4-(tert-butoxycarbonyl)-2-oxopiperazin-1-yl)pyridin-2-yl)propanoic acid C(C)(C)(C)OC(=O)N1CC(N(CC1)C1=CC=CC(=N1)CCC(=O)O)=O